2-fluoro-N-(7-fluoro-6-(4-fluoro-2-methylphenyl)imidazo[1,2-a]pyridin-2-yl)cyclopropane-1-carboxamide FC1C(C1)C(=O)NC=1N=C2N(C=C(C(=C2)F)C2=C(C=C(C=C2)F)C)C1